6-{5-azaspiro[2.3]hex-5-yl}-2-chloropyridine-3-carbaldehyde C1CC12CN(C2)C2=CC=C(C(=N2)Cl)C=O